FC1=NC(=C2N=CN(C2=N1)C1OCCCC1)NCC1=CC(=C(C=C1)O)F 2-fluoro-6-[(3-fluoro-4-hydroxybenzyl)amino]-9-(tetrahydro-2H-pyran-2-yl)-9H-purine